1,2,4-Trifluoro-6,6,9-trimethyl-3-pentyl-6a,7,8,10a-tetrahydro-6H-benzo[c]chromene FC1=C2C3C(C(OC2=C(C(=C1F)CCCCC)F)(C)C)CCC(=C3)C